CC12CCN(CC2C1)C1=C(C(=O)N)C=CC=C1 (6-methyl-3-azabicyclo[4.1.0]heptan-3-yl)benzamide